4-fluoro-3-iodoanisole FC1=C(C=C(C=C1)OC)I